FC=1C=C(C=C(C1C=1C=C2C(=CN1)NN=C2C=2C=NN(C2)C)C(F)(F)F)CNC (3-fluoro-4-(3-(1-methyl-1H-pyrazol-4-yl)-1H-pyrazolo[3,4-c]pyridin-5-yl)-5-(trifluoromethyl)phenyl)-N-methylmethanamine